(S)-4-(benzo[d][1,3]dioxol-6-yl)-3-(1H-benzo[d]imidazol-6-yl)oxazolidin-2-one O1COC2=C1C=C(C=C2)[C@@H]2N(C(OC2)=O)C=2C=CC1=C(NC=N1)C2